FC=1C=C2CNC(NC2=CC1)=S 6-fluoro-3,4-dihydroquinazolin-2(1H)-thione